C(C)(=O)N[C@H](C(=O)OCC)CCC(C=[N+]=[N-])=O ethyl (S)-2-acetamido-6-diazo-5-oxohexanoate